O=CC(=O)C1=CC=CC=C1 alpha-oxoacetophenone